C(C)N(CCCN(CCOC(OC(CCCC(=O)[O-])CCC)=O)CCOC(OC(CCCC(=O)[O-])CCC)=O)CC 11-(3-(diethylamino)propyl)-7,15-dioxo-5,17-dipropyl-6,8,14,16-tetraoxa-11-azahenicosanedioate